3-(3,5-Diacetyl-2,6-dimethyl-1,4-dihydropyridin-4-yl)benzo[b]thiophen-5-carbonitril C(C)(=O)C1=C(NC(=C(C1C=1C2=C(SC1)C=CC(=C2)C#N)C(C)=O)C)C